((3-(2-fluorophenyl)-5-methyl-5,6-dihydropyrrolo[3,4-c]pyrazol-2(4H)-yl)methyl)-N-hydroxy-[1,1'-biphenyl]-3-carboxamide FC1=C(C=CC=C1)C1=C2C(=NN1CC1=C(C=CC=C1C(=O)NO)C1=CC=CC=C1)CN(C2)C